2-methoxy-1-(2-pyridinyl)ethanone COCC(=O)C1=NC=CC=C1